ClC=1C=CC=2N(N1)C=C(N2)C(=O)O 6-Chloroimidazo[1,2-B]pyridazine-2-carboxylic acid